(S)-2-amino-3-(4-(benzyloxy)phenyl)propionic acid hydrochloride Cl.N[C@H](C(=O)O)CC1=CC=C(C=C1)OCC1=CC=CC=C1